C1(CC1)COC=1C=C(C=C(C1)C)C1=CC(=C(C(=C1)O)N1CC(NS1(=O)=O)=O)F 5-[4-[3-(cyclopropylmethoxy)-5-methyl-phenyl]-2-fluoro-6-hydroxyphenyl]-1,1-dioxo-1,2,5-thiadiazolidin-3-one